Cl(=O)(=O)(=O)[O-].[S+]1=CC=CC=C1 thiopyrylium-Perchlorat